FC1=C(C=C(C=C1)C(C)NC(CC)=O)OC N-(1-(4-fluoro-3-methoxyphenyl)ethyl)propionamide